C1(CC1)N1N=C(C(C(=C1)C(=O)OCC)=O)C1=CC=C(C=C1)F ethyl 2-cyclopropyl-6-(4-fluorophenyl)-5-oxo-2,5-dihydropyridazine-4-carboxylate